NCCOC1=NC(=NC(=C1C)C1=C(C=CC=C1C)C)NS(=O)(=O)C=1C=C(C(=O)O)C=CC1 3-[[4-(2-aminoethoxy)-6-(2,6-dimethylphenyl)-5-methyl-pyrimidin-2-yl]sulfamoyl]benzoic acid